4-(6-nitro-3-pyridyl)thiomorpholine [N+](=O)([O-])C1=CC=C(C=N1)N1CCSCC1